N-(5-bromo-1H-pyrrolo[3,2-b]pyridin-3-yl)-4-(trifluoromethyl)-1H-benzo[d]imidazol-2-amine BrC1=CC=C2C(=N1)C(=CN2)NC2=NC1=C(N2)C=CC=C1C(F)(F)F